CC1=NC(=NC(=N1)C1=CC=CC=C1)C1=CC=CC=C1 2-methyl-4,6-diphenyl-1,3,5-triazine